(R)-8-(6-(1-(2-(3,3-dimethylpyrrolidin-1-yl)ethoxy)ethyl)pyridin-3-yl)-7-fluoro-1-isopropyl-3-methyl-1H-imidazo[4,5-c]cinnolin-2(3H)-one CC1(CN(CC1)CCO[C@H](C)C1=CC=C(C=N1)C1=CC=2C3=C(N=NC2C=C1F)N(C(N3C(C)C)=O)C)C